OC1(CN(C1)C1=CC=CC=2N(C(N(C21)C)=O)C2C(N(C(CC2)=O)CC2=CC=C(C=C2)OC)=O)CN2CCN(CC2)C(=O)OCC2=CC=CC=C2 Benzyl 4-[[3-hydroxy-1-[1-[1-[(4-methoxyphenyl)methyl]-2,6-dioxo-3-piperidyl]-3-methyl-2-oxo-benzimidazol-4-yl]azetidin-3-yl]methyl]piperazine-1-carboxylate